N-(cyclopentylmethyl)-3-(2-methyl-2H-pyrazolo[3,4-b]pyridin-5-yl)-N-(2-propanyl)-6-quinoxalinecarboxamide C1(CCCC1)CN(C(=O)C=1C=C2N=C(C=NC2=CC1)C1=CC=2C(N=C1)=NN(C2)C)C(C)C